4-(3-((2-((2-ethyl-4-((1S,4S)-5-methyl-2,5-diazabicyclo[2.2.1]heptan-2-yl)phenyl)amino)-5-(trifluoromethyl)pyrimidin-4-yl)amino)propyl)-1,4-oxazepan-5-one C(C)C1=C(C=CC(=C1)N1[C@@H]2CN([C@H](C1)C2)C)NC2=NC=C(C(=N2)NCCCN2CCOCCC2=O)C(F)(F)F